CC=1N=C(C=2N(C1C1=CC=CC=C1)N=CC2)N2CCC1(CC2)CC2=C(C=NC=C2)[C@H]1N (7S)-1'-(6-methyl-7-phenyl-pyrazolo[1,5-a]pyrazin-4-yl)spiro[5,7-dihydrocyclopenta[c]pyridine-6,4'-piperidine]-7-amine